3-(sec-butoxy)-8-fluoro-6H-benzo[c]chromene-6-one C(C)(CC)OC1=CC=C2C3=C(C(OC2=C1)=O)C=C(C=C3)F